CSC(C(=O)N1C(CCCC1)C=1NC=C(N1)C=1C=C(C#N)C=CC1)C 3-(2-(1-(2-(methylthio)propanoyl)piperidin-2-yl)-1H-imidazol-4-yl)benzonitrile